(2S,3S)-1,4-dibenzyloxybutanediol C(C1=CC=CC=C1)OC(CCCOCC1=CC=CC=C1)(O)O